tert-butyl 5-acetamido-3-{6-[(3R)-3-methoxyoxolan-3-yl]-4-methylpyridin-2-yl}pyrrolo[2,3-c]pyridine-1-carboxylate C(C)(=O)NC=1C=C2C(=CN1)N(C=C2C2=NC(=CC(=C2)C)[C@]2(COCC2)OC)C(=O)OC(C)(C)C